3-(4-fluoro-(phenyl-2,3,5,6-d4))-methylene-6-((5-(tert-butyl)-1H-imidazol-4-yl)methylene)piperazine-2,5-dione FC1=C(C(=C(C(=C1[2H])[2H])C1C(NC(C(N1)=O)=CC=1N=CNC1C(C=C)(C)C)=O)[2H])[2H]